NC1=C(C=C(C=C1)S)S amino-1,5-benzenedithiol